OCC(CO)N1C=C(C=2N(C(C=CC21)=O)CC)C2=NC(=NC(=C2)OC2CCC(CC2)C(F)(F)F)C 1-(1,3-dihydroxypropan-2-yl)-4-ethyl-3-(2-methyl-6-{[(1r,4r)-4-(trifluoromethyl)cyclohexyl]oxy}pyrimidin-4-yl)-1H,4H,5H-pyrrolo[3,2-b]pyridin-5-one